FC=1C=CC=C2CCCC12 7-fluoro-2,3-dihydro-1H-indene